(2-(1-(6-bromopyrrolo[2,1-f][1,2,4]triazin-4-yl)-1,2,3,6-tetrahydropyridin-4-yl)pyrimidin-5-yl)(2,4,6-trifluorophenyl)methanone BrC=1C=C2C(=NC=NN2C1)N1CCC(=CC1)C1=NC=C(C=N1)C(=O)C1=C(C=C(C=C1F)F)F